(E)-N-(2-((2-Nitroguanidino)methyl)quinolin-8-yl)-4-(trifluoromethyl)benzenesulfonamide [N+](=O)([O-])/N=C(/NCC1=NC2=C(C=CC=C2C=C1)NS(=O)(=O)C1=CC=C(C=C1)C(F)(F)F)\N